C(C1=CC=CC=C1)OC=1C=C(C=CC1OC)N1C(N(CCC1)CC1=C(C=C(C=C1)C(CNC(OC(C)(C)C)=O)=C)OC)=O tert-butyl (2-(4-((3-(3-(benzyloxy)-4-methoxyphenyl)-2-oxotetrahydropyrimidin-1(2H)-yl)methyl)-3-methoxy phenyl)allyl)carbamate